4-bromo-3-chloro-N2-methyl-benzene-1,2-diamine BrC=1C(=C(C(=CC1)N)NC)Cl